diisopropyl-phenylamidino-lithium C(C)(C)N=C(N(C1=CC=CC=C1)C(C)C)[Li]